2,4-Dichloro-imidazo[1,5-a]pyrimidine-8-carboxylic acid methyl ester COC(=O)C=1N=CN2C1N=C(C=C2Cl)Cl